FC1(CN(C1)C1=CC2=C(C=C(O2)C(=O)N)C=C1)F 6-(3,3-difluoroazetidin-1-yl)-1-benzofuran-2-carboxamide